C1(CC1)C1=NN2C(=NN(C(C2=C1)=O)CC(=O)O)C 2-(2-cyclopropyl-7-methyl-4-oxopyrazolo[1,5-d][1,2,4]triazin-5(4H)-yl)acetic acid